C1=CC=CC=2C=CC=3C4=C(SC3C12)C=C(C=C4)C4=CC=C(C=C4)C4=NC(=NC(=N4)C4=CC(=CC=C4)Cl)C4=CC=C(C=C4)C4=CC(=CC=C4)C#N 4'-(4-(4-(benzo[b]naphtho[2,1-d]thiophen-9-yl)phenyl)-6-(3-chlorophenyl)-1,3,5-triazin-2-yl)-[1,1'-biphenyl]-3-carbonitrile